C(C)(C)(C)OC(=O)N1[C@H](CC(C[C@H]1C)CCO[C@@H]1CC[C@H](CC1)NC(C(=O)OC)(C)C)C.S(=O)(=O)(C1=CC=C(C=C1)C=1C(=O)NC(C1)=O)C1=CC=C(C=C1)C=1C(=O)NC(C1)=O (sulfonyldi-p-phenylene)bismaleimide tert-butyl-(2s,6r)-4-(2-((trans-4-((1-methoxy-2-methyl-1-oxopropan-2-yl)amino)cyclohexyl)oxy)ethyl)-2,6-dimethylpiperidine-1-carboxylate